C(#N)[C@H]1N(CC(C1)(F)F)C(CNC(=O)C1=CC=NC2=CC=C(C=C12)N1CCNCC1)=O (S)-N-(2-(2-cyano-4,4-difluoropyrrolidin-1-yl)-2-oxoethyl)-6-(piperazin-1-yl)quinoline-4-carboxamide